FC(C1=CC=C(C=C1)C1(CC1)O)(F)F 1-(4-trifluoromethylphenyl)cyclopropyl alcohol